trans-N,N-Dimethylethylenediamine CN(CCN)C